NC1=NC=NC=2N(C3=CC(=C(C=C3C21)Br)F)CC(=O)OCCCC butyl 2-(4-amino-6-bromo-7-fluoro-9H-pyrimido[4,5-b]indol-9-yl)acetate